1-(5-fluoro-2-(1-(2-fluorobenzyl)-5-(isoxazol-3-yl)-1H-pyrazol-3-yl)pyrimidin-4-yl)-3-methylpiperidine-2-carbonitrile FC=1C(=NC(=NC1)C1=NN(C(=C1)C1=NOC=C1)CC1=C(C=CC=C1)F)N1C(C(CCC1)C)C#N